ClC=1C=C(C=CC1OC)C[C@@H](C(=O)O)NC(=O)OCC1C2=CC=CC=C2C=2C=CC=CC12 (2S)-3-(3-chloro-4-methoxyphenyl)-2-({[(9H-fluoren-9-yl)methoxy]carbonyl}amino)propanoic acid